bis(1,2,2,6,6-pentamethyl-4-piperidyl)-2-butyl-2-(3,5-di-tert-butyl-4-hydroxybenzyl)malonate CN1C(CC(CC1(C)C)OC(C(C(=O)OC1CC(N(C(C1)(C)C)C)(C)C)(CC1=CC(=C(C(=C1)C(C)(C)C)O)C(C)(C)C)CCCC)=O)(C)C